7-cyclopentyl-N,N-dimethyl-2-[[5-(1-piperazinyl)-2-pyridyl]amino]-7H-pyrrolo[2,3-D]pyrimidine-6-formamide succinate C(CCC(=O)O)(=O)O.C1(CCCC1)N1C(=CC2=C1N=C(N=C2)NC2=NC=C(C=C2)N2CCNCC2)C(=O)N(C)C